FC(CNC[C@H](CC=1N=CNC(C1O)=O)C1=C(C=C(C=C1)C#CC1=CC=C(CN2CN(CC=C2)C#N)C=C1)F)F (R)-1-(4-((4-(1-((2,2-difluoroethyl)amino)-3-(5-hydroxy-6-oxo-1,6-dihydropyrimidin-4-yl)propan-2-yl)-3-fluorophenyl)ethynyl)benzyl)pyrimidine-3-carbonitrile